(2R,3R,5S)-4-[[3-(3-ethyl-4-fluoro-2-methoxy-phenyl)-5-methyl-5-(trifluoromethyl)tetrahydrofuran-2-carbonyl]amino]pyridine-2-carboxamide C(C)C=1C(=C(C=CC1F)[C@@H]1[C@@H](O[C@@](C1)(C(F)(F)F)C)C(=O)NC1=CC(=NC=C1)C(=O)N)OC